allyl carboxyl-sulfonate C(=O)(O)S(=O)(=O)OCC=C